t-hexylperoxy isobutyl monocarbonate C(OOOC(C)(C)CCC)(OCC(C)C)=O